ethyl 2-chloro-6-cyclopropyl-pyridine-3-carboxylate ClC1=NC(=CC=C1C(=O)OCC)C1CC1